[NH4+].CNC[C@H](O)[C@@H](O)[C@H](O)[C@H](O)CO N-Methylglucamine Ammonium